3-[6-amino-1-[(4-amino-2,6-difluoro-phenyl)methyl]pyrazolo[3,4-d]pyrimidin-4-yl]benzonitrile NC1=NC(=C2C(=N1)N(N=C2)CC2=C(C=C(C=C2F)N)F)C=2C=C(C#N)C=CC2